C(C1=CC=CC=C1)OCC([C@](C(=O)OCC(=O)C1=CC=C(C=C1)OC)(C)O)=O 2-(4-methoxyphenyl)-2-oxoethyl (S)-4-(benzyloxy)-2-hydroxy-2-methyl-3-oxobutanoate